(2R)-4-[(2R)-3-(3,4-dihydro-1H-isoquinolin-2-yl)-2-hydroxy-propyl]-2-methyl-8-[(3S)-1-methylpyrrolidin-3-yl]oxy-2,3-dihydro-1,4-benzoxazepin-5-one C1N(CCC2=CC=CC=C12)C[C@H](CN1C[C@H](OC2=C(C1=O)C=CC(=C2)O[C@@H]2CN(CC2)C)C)O